BrC=1C=NC(=NC1)C(C(=O)OC)C(=O)[O-] methyl 2-(5-bromopyrimidin-2-yl)malonate